ClC=1C=C(C=CC1C(F)(F)F)C(=O)[C@@H]1[C@H](C1)C(=O)[O-].[Na+] Sodium (1S,2S)-2-{[3-chloro-4-(trifluoromethyl)phenyl]carbonyl}cyclopropane-1-carboxylate